1-methyl-6-(1-(piperidin-4-ylmethyl)piperidin-4-yl)-1H-indazol CN1N=CC2=CC=C(C=C12)C1CCN(CC1)CC1CCNCC1